C[C@@H]1O[C@@H](CN(C1)C1=CC=CC(=N1)C1=NC2=CC(=NC=C2C=C1)CNC(=O)C1=CC2=C(C=N1)CCN2S(=O)(=O)C)C N-((2-(6-((cis)-2,6-dimethylmorpholino)pyridin-2-yl)-1,6-naphthyridin-7-yl)methyl)-1-(methylsulfonyl)-2,3-dihydro-1H-pyrrolo[3,2-c]pyridine-6-carboxamide